COC1=C(CNC2=NC3=CC=CN=C3C(=C2C(=O)OCC)NC(CO)CCCCC)C=CC(=C1)OC ethyl 2-((2,4-dimethoxybenzyl) amino)-4-((1-hydroxyhept-2-yl) amino)-1,5-naphthyridine-3-carboxylate